N-[2-fluoro-3-(5-fluoro-4-methyl-6-oxo-1,6-dihydropyrimidin-2-yl)-4-(trifluoromethyl)benzyl]-1-(8-methylquinolin-2-yl)piperidine-4-carboxamide FC1=C(CNC(=O)C2CCN(CC2)C2=NC3=C(C=CC=C3C=C2)C)C=CC(=C1C=1NC(C(=C(N1)C)F)=O)C(F)(F)F